FC1=CC=C(C=C1)C1=NOC(C1)C 3-(4-fluorophenyl)-5-methylisoxazolin